4-(6-(Isopropyl-(propyl)amino)-4-methylpyridinamido)-2-methylbenzoic acid C(C)(C)N(C1=CC(=CC(=N1)C(=O)NC1=CC(=C(C(=O)O)C=C1)C)C)CCC